1-(5-isobutyl-2-(2H-tetrazol-5-yl)-phenyl)-N-(pyridazin-3-ylmethyl)-azetidin-3-amine C(C(C)C)C=1C=CC(=C(C1)N1CC(C1)NCC=1N=NC=CC1)C=1N=NNN1